Tert-butyl N-(4-((7,9-difluoro-5H-pyrido[3,2-b]indol-5-yl)methyl)benzyl)aminosulfonylcarbamate FC=1C=C(C=2C3=C(N(C2C1)CC1=CC=C(CNS(=O)(=O)NC(OC(C)(C)C)=O)C=C1)C=CC=N3)F